2-{4-[(4as,8as)-octahydro-1H-pyrido[3,4-b][1,4]oxazin-6-yl]-3-(3,5-difluorophenyl)quinolin-6-yl}-6-[(1E)-(hydroxyimino)methyl]phenol N1[C@@H]2[C@@H](OCC1)CN(CC2)C2=C(C=NC1=CC=C(C=C21)C2=C(C(=CC=C2)/C=N/O)O)C2=CC(=CC(=C2)F)F